(2S,4R)-2-formylamino-4-((4-(methylsulfonyl)phenyl)sulfonylamino)pyrrolidine-1-carboxylic acid tert-butyl ester C(C)(C)(C)OC(=O)N1[C@@H](C[C@H](C1)NS(=O)(=O)C1=CC=C(C=C1)S(=O)(=O)C)NC=O